C1(=C(C=CC=C1)N(C(=O)C(=O)N)C1=C(C=CC=C1)C1=CC=CC=C1)C1=CC=CC=C1 N,N-bis([1,1'-biphenyl]-2-yl)oxamide